1-{2-[4-(4-isopropyl-piperazin-1-yl)-3-methyl-phenylamino]-pyrimidin-4-yl}-1H-indole-3-carboxamide C(C)(C)N1CCN(CC1)C1=C(C=C(C=C1)NC1=NC=CC(=N1)N1C=C(C2=CC=CC=C12)C(=O)N)C